3-(2-chloro-7H-pyrrolo[2,3-d]pyrimidin-7-yl)bicyclo[2.2.2]oct-5-ene-2-carboxylic acid ethyl ester C(C)OC(=O)C1C2C=CC(C1N1C=CC3=C1N=C(N=C3)Cl)CC2